tert-Butyl (2R,5'S)-4-methoxy-5'-methyl-3H-spiro[furo[3,2-c]pyridine-2,3'-pyrrolidine]-1'-carboxylate COC1=NC=CC2=C1C[C@@]1(CN([C@H](C1)C)C(=O)OC(C)(C)C)O2